C1(=CC=CC=C1)C(N1N=NNC1C1=C(C=CC=C1)C1=CC=C(C=C1)C(Br)Br)(C1=CC=CC=C1)C1=CC=CC=C1 N-(triphenylmethyl)-5-(4'-dibromomethyl-biphenyl-2-yl)tetrazoleN